FC1=C(C=O)C=CC(=C1)N1CC(C1)F 2-fluoro-4-(3-fluoroazetidin-1-yl)benzaldehyde